NCC=1C(=NN(C1)C(=O)N(C)C)NC(=O)C1CC(C1)O 4-(aminomethyl)-3-((1r,3r)-3-hydroxycyclobutanecarboxamido)-N,N-dimethyl-1H-pyrazole-1-carboxamide